OCCC1NC(NC1)=O 4-(2-Hydroxyethyl)-2-imidazolidinone